N-(6-bromo-[1,2,4]triazolo[1,5-a]pyridin-2-yl)-1-fluorocyclopropane-1-carboxamide BrC=1C=CC=2N(C1)N=C(N2)NC(=O)C2(CC2)F